(E)-3-(3-(2-(5-chloro-1H-indole-2-carbonyl)hydrazino)-3-oxoprop-1-en-1-yl)-1-nonylpyridine ClC=1C=C2C=C(NC2=CC1)C(=O)NNC(/C=C/C=1CN(C=CC1)CCCCCCCCC)=O